(E)-3-(quinoxalin-6-yl)-1-(4-(trifluoromethyl)phenyl)prop-2-en-1-one N1=CC=NC2=CC(=CC=C12)/C=C/C(=O)C1=CC=C(C=C1)C(F)(F)F